CN1C(C2=C(C=C1)NC=C2C2=CC=CC=C2)=O 5-methyl-4-oxo-3-phenyl-4,5-dihydro-1H-pyrrolo[3,2-c]pyridin